mercaptobenzothiazole sodium salt C1=CC=C2C(=C1)N=C(S2)[S-].[Na+]